C(CCC)N1C=C(C=C1C1=CC=CC=C1)C(=O)C1=CC=CC2=CC=CC=C12 (1-butyl-5-phenyl-1H-pyrrol-3-yl)(naphthalen-1-yl)methanone